4-(9-ethyl-8-(pyridin-4-yl)-2-(4,5,6,7-tetrahydropyrazolo[1,5-a]pyrazin-3-yl)-9H-purin-6-yl)morpholine C(C)N1C2=NC(=NC(=C2N=C1C1=CC=NC=C1)N1CCOCC1)C=1C=NN2C1CNCC2